(2R,4S)-5-(biphenyl-4-yl)-4-[(tert-butoxycarbonyl)amino]-2-methyl-pentanoic acid C1(=CC=C(C=C1)C[C@H](C[C@H](C(=O)O)C)NC(=O)OC(C)(C)C)C1=CC=CC=C1